(S)-3-bromo-2-fluoro-5-methyl-14-oxo-7,8,8a,9,11,12-hexahydro-10H,14H-pyrazino[1',2':5,6][1,5]diazocino[3,2,1-hi]indole-10-carboxylate BrC1=C2C=C(N3C2=C(C=C1F)C(N1[C@@H](CC3)CN(CC1)C(=O)[O-])=O)C